FC1=CC2=C(N=CS2)C=C1NC1=CC=NC2=CC=C(C=C12)C1=C(C=C(C=C1)CN1CCNCC1)F 6-fluoro-N-(6-(2-fluoro-4-(piperazin-1-ylmethyl)phenyl)quinolin-4-yl)benzo[d]thiazol-5-amine